CON(C(=O)C1COCC1)C N-methoxy-N-methyltetrahydrofuran-3-carboxamide